5-methoxy-chromanol COC1=C2CCC(OC2=CC=C1)O